FC=1C=C(C=C(C1)F)[C@@H]1N(OCC1)C1=CC(=NC=N1)NC=1C(=CC(=C(C1)NC(C=C)=O)N1C[C@H](OCC1)C)OC N-(5-((6-((R)-3-(3,5-difluorophenyl)isoxazolidine-2-yl)pyrimidine-4-yl)amino)-4-methoxy-2-((R)-2-methylmorpholino)phenyl)acrylamide